FC=1C=CC(=C(C(=O)O)C1)NC(C)C1=C2N=C3C(=NC2=CC(=C1)F)CC1=CC=CC=C13 5-fluoro-2-[1-(8-fluoro-11H-indeno[2,1-b]quinoxalin-6-yl)ethylamino]benzoic acid